(2S,4R)-4-(3-chlorophenyl)-1-[[1-(1,1-dioxothiolan-3-yl)pyrazol-4-yl]methyl]-2-methyl-piperidin-4-ol ClC=1C=C(C=CC1)[C@@]1(C[C@@H](N(CC1)CC=1C=NN(C1)C1CS(CC1)(=O)=O)C)O